6-(Ethyl(4-hydroxybutyl)amino)undecane-1,11-diyl dicyclopentadecanecarboxylate C1(CCCCCCCCCCCCCC1)C(=O)OCCCCCC(CCCCCOC(=O)C1CCCCCCCCCCCCCC1)N(CCCCO)CC